FC(OC=1C(=CC2=CN(N=C2C1)C1CCN(CC1)CC1CCC2(CCN(CC2)C(=O)OC(C)(C)C)CC1)NC(C1=NC(=CC=C1)C(F)(F)F)=O)F Tert-butyl 9-((4-(6-(difluoromethoxy)-5-(6-(trifluoromethyl) picolinamido)-2H-indazol-2-yl) piperidin-1-yl) methyl)-3-azaspiro[5.5]undecane-3-carboxylate